(Z)-1-(3,4-difluorobenzyl)-3-((3,5-dimethyl-1H-pyrrol-2-yl)methylene)-5-amino-2-indolinone FC=1C=C(CN2C(\C(\C3=CC(=CC=C23)N)=C/C=2NC(=CC2C)C)=O)C=CC1F